(5RS)-2-[4-(Methylsulfanyl)benzyl]-3-oxo-2,3,5,6,7,8-hexahydro[1,2,4]triazolo[4,3-a]pyridine-5-carboxylic acid CSC1=CC=C(CN2N=C3N([C@H](CCC3)C(=O)O)C2=O)C=C1 |r|